NCC(CCO[Si](C)(C)C(C)(C)C)O 1-amino-4-[tert-butyl(dimethyl)silyl]oxybutan-2-ol